2-methoxy-N-(pyridin-2-yl)benzamid COC1=C(C(=O)NC2=NC=CC=C2)C=CC=C1